4-[(2R)-3-(3,4-dihydro-1H-isoquinolin-2-yl)-2-hydroxy-propyl]-2,2-dimethyl-8-(4-piperidyl-oxy)-3H-1,4-benzoxazepin-5-one dihydrochloride Cl.Cl.C1N(CCC2=CC=CC=C12)C[C@H](CN1CC(OC2=C(C1=O)C=CC(=C2)OC2CCNCC2)(C)C)O